CN1C=NC2=C1C=CC(=C2)C(CN2N=C(C(=C2C(=O)OCC)C(F)(F)F)C(=O)OCC)=O Diethyl 1-[2-(1-methyl-1H-benzimidazol-5-yl)-2-oxoethyl]-4-(trifluoromethyl)-1H-pyrazole-3,5-dicarboxylate